dimethyl-aminoazobenzene sodium [Na].CC1=C(C(=C(C=C1)N=NC1=CC=CC=C1)N)C